(-)-(6aR,10aR)-6,6,9-Trimethyl-3-pentyl-6a,7,8,10a-tetrahydro-6H-benzo[c]chromen CC1(OC2=CC(=CC=C2[C@H]2[C@H]1CCC(=C2)C)CCCCC)C